CC=1C=CC=C2NC(C=3N(C12)N=CC3)=O 9-methylpyrazolo[1,5-a]quinoxalin-4(5H)-one